COC1=CC(=NC2=CC(=CC=C12)C(=O)OC)NCC1=CC(=CC=C1)C(F)(F)F methyl 4-methoxy-2-((3-(trifluoromethyl)benzyl)amino)quinoline-7-carboxylate